8-(4-(2-(dimethylamino)ethoxy)pyridin-2-yl)-N2-(6-morpholinylpyridin-3-yl)quinazoline-2,4-diamine CN(CCOC1=CC(=NC=C1)C=1C=CC=C2C(=NC(=NC12)NC=1C=NC(=CC1)N1CCOCC1)N)C